C(C)NC(C(CC[C@@H](C(=O)NC=1C(N(C=CC1)CC(=O)NC12CC3(CC(CC(C1)(C3)C)(C2)C)C)=O)NC(=O)C2=CN=CN2C)=O)=O (S)-N1-ethyl-N6-(1-(2-(3,5,7-trimethyl-1-adamantylamino)-2-oxoethyl)-2-oxo-1,2-dihydropyridin-3-yl)-5-(1-methyl-1H-imidazole-5-carboxamido)-2-oxohexanediamide